C(#N)/C(/C(=O)N[C@H](C(F)(F)F)C1=CC=CC=C1)=C\C1=CNC2=NC=CC=C21 (S,E)-2-cyano-3-(1H-pyrrolo[2,3-b]pyridin-3-yl)-N-(2,2,2-trifluoro-1-phenylethyl)acrylamide